FC(ON1C=CC2=CC=CC=C12)(F)F (trifluoromethoxy)-1H-indol